[Cl-].C[P+](CC1=CC=C(C=C1)C=C)(C)C trimethyl-(4-vinylbenzyl)phosphonium chloride